3-({5-[(27R)-2-hydroxy-2-phenylacetyl]-1H,2H,3H,4H,5H,6H-pyrrolo[3,4-c]pyrrol-2-yl}sulfonyl)benzonitrile OC(C(=O)N1CC2=C(C1)CN(C2)S(=O)(=O)C=2C=C(C#N)C=CC2)C2=CC=CC=C2